zinc trifluoromethanesulphonate FC(S(=O)(=O)[O-])(F)F.[Zn+2].FC(S(=O)(=O)[O-])(F)F